S1C=CCN2[C@H]1CC2=O 2-cephem